C1[C@H](N=C(N1)N)C[C@@H](C(=O)O)N The molecule is an L-alpha-amino acid that is L-alanine in which one of the methyl hydrogens is substituted by a 2-iminoimidazolidin-4-yl group. It is a member of imidazolidines, a L-histidine derivative and a non-proteinogenic L-alpha-amino acid. It is a conjugate base of a L-enduracididine(1+).